1-benzyl-4,5,6,7-tetrahydro-1H-Indazole-5-carboxylic Acid C(C1=CC=CC=C1)N1N=CC=2CC(CCC12)C(=O)O